behenoyl-propyl-dimethylamine C(CCCCCCCCCCCCCCCCCCCCC)(=O)CN(C)CCC